(1R)-1-{5-[3-(trifluoromethyl)phenyl]-1,3,4-oxadiazol-2-yl}-6-azaspiro[2.5]octane-6-sulfonamide FC(C=1C=C(C=CC1)C1=NN=C(O1)[C@@H]1CC12CCN(CC2)S(=O)(=O)N)(F)F